N-(4-(tert-butyl)phenyl)-N-(2-(cyclohexylamino)-2-oxo-1-(pyridin-3-yl)ethyl)-3,3-dimethylazetidine-2-carboxamide C(C)(C)(C)C1=CC=C(C=C1)N(C(=O)C1NCC1(C)C)C(C(=O)NC1CCCCC1)C=1C=NC=CC1